C1(CCC1)C(C1=CC=2N(C=C1)C(=CN2)C2=CC(=C(C(=O)NC1CC1)C(=C2)OC)OC(F)F)O 4-[7-[cyclobutyl(hydroxy)methyl]imidazo[1,2-a]pyridin-3-yl]-N-cyclopropyl-2-(difluoromethoxy)-6-methoxybenzamide